ClC1=NC=C(C(=N1)NC1=C(C=CC(=C1)OC)NS(=O)(=O)C)Cl N-(2-((2,5-dichloropyrimidin-4-yl)amino)-4-methoxyphenyl)methanesulfonamide